C(C1=CC=CC=C1)N(C1=CC=NC=C1)CC1=CC=CC=C1 4-Dibenzylaminopyridine